tert-butyl 1-(5-bromo-1-((2-(trimethylsilyl)ethoxy)methyl)-1H-pyrrolo[2,3-b]pyridin-6-yloxy)propan-2-ylcarbamate BrC=1C=C2C(=NC1OCC(C)NC(OC(C)(C)C)=O)N(C=C2)COCC[Si](C)(C)C